CC1=C(C=2N(C=C1C1=C(C3=C(N1)C=C(S3)C(=O)O)C(C)C)N=CN2)C 5-(7,8-dimethyl-[1,2,4]triazolo[1,5-a]pyridin-6-yl)-6-isopropyl-4H-thieno[3,2-b]pyrrole-2-carboxylic acid